C(C)(=O)OCCCCCCCCC=1CC2C(CCC2(C1C1=CC=CC=C1)C(=C)C1=CC=CC=C1)O 8-(6-hydroxy-3-phenyl-3a-(1-phenylvinyl)-1,3a,4,5,6,6a-hexahydropentalen-2-yl)octyl acetate